The molecule is a member of lipid As. It has a role as an Escherichia coli metabolite. It is a conjugate acid of a 2,3,2',3'-tetrakis(3-hydroxytetradecanoyl)-alpha-D-glucosaminyl-1,6-beta-D-glucosamine 1-phosphate(2-). CCCCCCCCCCC[C@H](CC(=O)N[C@@H]1[C@H]([C@@H]([C@H](O[C@H]1OC[C@@H]2[C@H]([C@@H]([C@H]([C@H](O2)OP(=O)(O)O)NC(=O)C[C@@H](CCCCCCCCCCC)O)OC(=O)C[C@@H](CCCCCCCCCCC)O)O)CO)O)OC(=O)C[C@@H](CCCCCCCCCCC)O)O